N-(5-amino-2-methylpyridin-3-yl)-2-(1H-pyrrol-3-yl)pyrazolo[5,1-b]Thiazole-7-carboxamide hydrochloride Cl.NC=1C=C(C(=NC1)C)NC(=O)C=1C=NN2C1SC(=C2)C2=CNC=C2